6-chloro-7-fluoro-1-(4-fluoro-2-methylphenyl)-3-(6-methoxy-2-methylpyridin-3-yl)-2,3-dihydroquinazolin-4(1H)-one ClC=1C=C2C(N(CN(C2=CC1F)C1=C(C=C(C=C1)F)C)C=1C(=NC(=CC1)OC)C)=O